1-(3-hydroxy-1,1-dimethylpropyl)-4-methyl-1,2-cyclohexanediol OCCC(C)(C)C1(C(CC(CC1)C)O)O